OS(O)(O)[SiH3] Trihydroxymercaptosilan